[C@H]1([C@@H](O)[C@H](O)[C@H](O)[C@@H](O1)C)NC β-L-fucopyranosyl-methylamine